BrC=1C=C(C=CC1)C1(CC(C1)CC)C(=O)OC methyl 1-(3-bromophenyl)-3-ethylcyclobutane-1-carboxylate